N-(1-(azetidin-1-ylmethyl)cyclopropyl)-1-(2-chlorophenyl)cyclopropane-1-carboxamide N1(CCC1)CC1(CC1)NC(=O)C1(CC1)C1=C(C=CC=C1)Cl